O=C1NC(CCC1OC1=CC=C(C=C1)C1CCN(CC1)CC1CCN(CC1)C1=CC=CC=N1)=O 6-(4-((4-(4-((2,6-dioxopiperidin-3-yl)oxy)phenyl)piperidin-1-yl)methyl)piperidin-1-yl)pyridin